(3,5-di-t-butylphenyl)(mesityl)iodonium 1,1,1,3,3,3-Hexafluoropropan-2-yl-(S)-1-(pyridazin-3-ylcarbamoyl)-6-azaspiro[2.5]octane-6-carboxylate FC(C(C(F)(F)F)OC(=O)N1CCC2(C[C@@H]2C(NC=2N=NC=CC2)=O)CC1)(F)F.C(C)(C)(C)C=1C=C(C=C(C1)C(C)(C)C)[I+]C1=C(C=C(C=C1C)C)C